C(C)(C)(C)[C@@H]1CC2=C(C3=CC(C(=CN13)C(=O)OCC)=O)OC1=C2C=CC(=C1)OS(=O)(=O)C(F)(F)F ethyl (S)-6-(tert-butyl)-2-oxo-10-(((trifluoromethyl)sulfonyl)oxy)-6,7-dihydro-2H-benzofuro[2,3-a]quinolizine-3-carboxylate